C(C)(=O)NNC(=O)C12CC(CC(N1C(=O)NC1=C(C=C(C(=C1)C1=NC=C(C=N1)F)C)F)C2)C 1-(2-acetylhydrazine-1-carbonyl)-N-(2-fluoro-5-(5-fluoropyrimidin-2-yl)-4-methylphenyl)-3-methyl-6-azabicyclo[3.1.1]heptane-6-carboxamide